(4-(7-fluoroquinolin-4-yl)piperazin-1-yl)(1-((1,3,5-trimethyl-1H-pyrazol-4-yl)sulfonyl)Pyrrolidin-3-yl)methanone FC1=CC=C2C(=CC=NC2=C1)N1CCN(CC1)C(=O)C1CN(CC1)S(=O)(=O)C=1C(=NN(C1C)C)C